2,2-dimethoxy-4-(trifluoromethyl)-1,3-dioxolane COC1(OCC(O1)C(F)(F)F)OC